2,2-Dimethyl-3-(2-methylprop-1-enyl)-cyclopropyl-methyl 2-hydroxy-3-methylbutanoate OC(C(=O)OCC1C(C1C=C(C)C)(C)C)C(C)C